C(=O)(OC(=O)C=1C(=CC=CC1)C)C(O)C(O)C(=O)OC(=O)C=1C(=CC=CC1)C ditoluoyl tartrate